F[C@H]1CC2=CC=3CCCC3C(=C2C1)NC(=O)N=[S@](=O)(N)C=1C=NN2C1O[C@@H](C2)C (R,2R)-N'-(((S)-2-fluoro-1,2,3,5,6,7-hexahydro-s-indacen-4-yl)carbamoyl)-2-methyl-2,3-dihydropyrazolo[5,1-b]oxazole-7-sulfonimidamide